C(C)(C)(C)C=1C(=NN2C(=NN=CC21)C2=NOC(=C2)CO)OCC2=NC=C(C(=O)NN)C=C2 6-((3-tert-butyl-7-(5-(hydroxymethyl)isoxazol-3-yl)pyrazolo[1,5-d][1,2,4]triazin-2-oxy)methyl)nicotinhydrazide